3-(1-Oxo-5-(((S)-1-((1,2,3,4-tetrahydroquinolin-6-yl)methyl)pyrrolidin-3-yl)oxy)isoindolin-2-yl)piperidine-2,6-dione O=C1N(CC2=CC(=CC=C12)O[C@@H]1CN(CC1)CC=1C=C2CCCNC2=CC1)C1C(NC(CC1)=O)=O